N-methylamine nitrate [N+](=O)(O)[O-].CN